C(#N)C=1C2=C(SC1NC(OC(C)(C)C)=O)C(=CC=C2C2=C(C=C1C(=NC(=NC1=C2F)OC[C@]21CCCN1C[C@@H](C2)F)O)I)F tert-butyl ((R)-3-cyano-7-fluoro-4-(8-fluoro-2-(((2R,7aS)-2-fluorotetrahydro-1H-pyrrolizin-7a(5H)-yl)methoxy)-4-hydroxy-6-iodoquinazolin-7-yl)benzo[b]thiophen-2-yl)carbamate